5-(3-Carbamoylphenyl)-2-methyl-N-(3-(2-oxopropyl)-1,2,4-thiadiazol-5-yl)furan-3-carboxamide C(N)(=O)C=1C=C(C=CC1)C1=CC(=C(O1)C)C(=O)NC1=NC(=NS1)CC(C)=O